FC=1C=C(C=CC1F)N1C(=C(C2=CC(=CC=C12)O)[C@@H]1C[C@H](C1)C(=O)O)C(C)C trans-3-(1-(3,4-difluorophenyl)-5-hydroxy-2-isopropyl-1H-indol-3-yl)cyclobutane-1-carboxylic acid